(2-chloroethyl)-dimethylammonium chloride [Cl-].ClCC[NH+](C)C